CC1(COC2=C1C=CC(=C2)NC2=NC=NC=1N2N=CC1)C N-(3,3-dimethyl-2,3-dihydrobenzofuran-6-yl)pyrazolo[1,5-a][1,3,5]triazin-4-amine